C(#N)C=1C=CC(=C(C1)CC(=O)O)OC 2-(5-cyano-2-methoxyphenyl)acetic acid